C1(CC(C(CC1)C(C)C)OCC1OC(OC1)C1=CC(=C(C=C1)O)OC)C 4-(1-menthoxymethyl)-2-(3'-methoxy-4'-hydroxy-phenyl)-1,3-dioxolane